tert-butyl (3,3-difluoro-1-(1,3,4-thiadiazol-2-yl)cyclobutyl)carbamate FC1(CC(C1)(C=1SC=NN1)NC(OC(C)(C)C)=O)F